(3-bromopropyloxy)(t-butyl)dimethylsilane BrCCCO[Si](C)(C)C(C)(C)C